P(=O)(OC(C)(C)C)(OC1=CC=CC=C1)OC1=CC=CC=C1 tertiary butyl diphenyl phosphate